propane-1,3-diylbis[3-(dodecylthio)propionate] C(CCC(C(=O)[O-])CSCCCCCCCCCCCC)C(C(=O)[O-])CSCCCCCCCCCCCC